S(=O)(=O)(O)C(C(=O)OCCCCCC)CC(=O)OCCCCCC.[Na] sodium di(hexyl) sulfosuccinate